CC=1SC=2N3C(=NN=C3[C@@H](N=C(C2C1C)C1=CC=C(C=C1)O)C)C 4-[(9S)-4,5,9,13-tetramethyl-3-thia-1,8,11,12-tetrazatricyclo[8.3.0.02,6]trideca-2(6),4,7,10,12-pentaen-7-yl]phenol